1-(4-((4-((2-fluoro-4-((2-(thiazol-5-yl)pyridin-4-yl)oxy)phenyl)amino)-7-methoxyquinazolin-6-yl)amino)piperidin-1-yl)prop-2-en-1-one FC1=C(C=CC(=C1)OC1=CC(=NC=C1)C1=CN=CS1)NC1=NC=NC2=CC(=C(C=C12)NC1CCN(CC1)C(C=C)=O)OC